OC1=C(C=CC(=C1)C(F)(F)F)C1=C(C=C(N=N1)N[C@H]1CN(CCC1)CC(=O)O)C [(3R)-3-({6-[2-hydroxy-4-(trifluoromethyl)phenyl]-5-methylpyridazin-3-yl}amino)piperidin-1-yl]acetic acid